N-(3-(N-(tert-butyl)sulfamoyl)phenyl)-5-((1-hydroxy-2-methylpropan-2-yl)amino)-3-(6-azaspiro[2.5]octan-6-yl)pyrazine-2-carboxamide C(C)(C)(C)NS(=O)(=O)C=1C=C(C=CC1)NC(=O)C1=NC=C(N=C1N1CCC2(CC2)CC1)NC(CO)(C)C